C(C)OC(CCCCC)=O.FC=1C=C(C2=C(C=C(O2)C(=O)NC23CCC(CC2)(CC3)CO)C1)C1=C(C=CC=C1)OCC(F)(F)F 5-fluoro-N-[4-(hydroxymethyl)-1-bicyclo[2.2.2]octanyl]-7-[2-(2,2,2-trifluoroethoxy)phenyl]benzofuran-2-carboxamide ethyl-hexaneate